FC1=C(C=CC(=C1)N[C@H]1CN(CCC1)C)N1C(=NC(=C1)C1=NC(=NC=C1C(F)(F)F)NC1CCN(CC1)S(=O)(=O)C)C (R)-4-(1-(2-Fluoro-4-((1-methylpiperidin-3-yl)amino)phenyl)-2-methyl-1H-imidazol-4-yl)-N-(1-(methylsulfonyl)piperidin-4-yl)-5-(trifluoromethyl)pyrimidin-2-amine